6-bromo-N-[5-(2,3-difluoropropyl)-4,6-dimethoxy-pyrimidin-2-yl]-1H-pyrrolo[2,3-b]pyridine-3-sulfonic acid amide BrC1=CC=C2C(=N1)NC=C2S(=O)(=O)NC2=NC(=C(C(=N2)OC)CC(CF)F)OC